4-(6-(2,7-diazaspiro[3.5]nonan-7-yl)pyridin-3-yl)-6-(1-methyl-1H-pyrazol-4-yl)pyrazolo[1,5-a]pyridine-3-carbonitrile dihydrochloride Cl.Cl.C1NCC12CCN(CC2)C2=CC=C(C=N2)C=2C=1N(C=C(C2)C=2C=NN(C2)C)N=CC1C#N